N-Morpholinyllysergamide CN1C[C@@H](C=C2[C@H]1CC3=CNC4=CC=CC2=C34)C(=O)N5CCOCC5